N-((S*)-1-(2-((R)-1-amino-2-((1,1,1-trifluoro-2-methylpropan-2-yl)oxy)ethyl)imidazo[1,2-b]pyridazin-7-yl)-2-methoxyethyl)-2-(3,3-difluorocyclobutyl)acetamide N[C@@H](COC(C(F)(F)F)(C)C)C=1N=C2N(N=CC(=C2)[C@@H](COC)NC(CC2CC(C2)(F)F)=O)C1 |o1:19|